BrC1=CC=2C(N=C1)=NN(C2Cl)C(C)(C)C 5-Bromo-2-tert-butyl-3-chloro-2H-pyrazolo[3,4-b]pyridine